(3R)-2-(2,3-Dihydro-1H-inden-2-yl)-4,4,4-trifluoro-3-methylbutanoic acid C1C(CC2=CC=CC=C12)C(C(=O)O)[C@H](C(F)(F)F)C